nickel(II) propanesulfonate C(CC)S(=O)(=O)[O-].[Ni+2].C(CC)S(=O)(=O)[O-]